FC1(CN(C1)[C@@H](CC(=O)O)C=1C=NC(=NC1)C)CCCCC1=NC=2NCCCC2C=C1 (S)-3-(3-fluoro-3-(4-(5,6,7,8-tetrahydro-1,8-naphthyridin-2-yl)butyl)azetidin-1-yl)-3-(2-methylpyrimidin-5-yl)propionic acid